(S)-5-((2-methyl-6-(2,2,2-trifluoroethyl)-3,4-dihydroquinolin-1(2H)-yl)sulfonyl)-2-((tetrahydro-2H-pyran-4-yl)methoxy)benzyl alcohol C[C@@H]1N(C2=CC=C(C=C2CC1)CC(F)(F)F)S(=O)(=O)C=1C=CC(=C(CO)C1)OCC1CCOCC1